C(C)(C)N1CCC(CC1)C1=CC=C(C=C1)C=1C=C2N(N=CC=C2N2CCNCC2)C1 6-(4-(1-isopropylpiperidin-4-yl)phenyl)-4-(piperazin-1-yl)pyrrolo[1,2-b]pyridazine